C(C1=CC=CC=C1)OC(=O)N1CCC(CC1)CC=O 4-(oxoethyl)piperidine-1-carboxylic acid benzyl ester